COC=1C=C2C(=NC1C1=C3CCC(C3=CC=C1)C#N)C(=NN2)C=2C=NC(=CC2)N2CCN(CC2)C 4-(6-methoxy-3-(6-(4-methylpiperazin-1-yl)pyridin-3-yl)-1H-pyrazolo[4,3-b]pyridin-5-yl)-2,3-dihydro-1H-indene-1-carbonitrile